(4-fluorophenyl)-ethylene oxide FC1=CC=C(C=C1)C1CO1